ClN1NC(=CC=N1)Cl 2,6-dichlorotriazine